(R,E)-3,7-DIMETHYLNON-6-ENAL C[C@@H](CC=O)CC\C=C(\CC)/C